N-[(7S)-2,3,10-trimethoxy-1-((methyl)carbonyloxy)-9-oxo-5,6,7,9-tetrahydrobenzo[a]heptalen-7-yl]acetamide COC=1C(=CC2=C(C3=CC=C(C(C=C3[C@H](CC2)NC(C)=O)=O)OC)C1OC(=O)C)OC